[N+](=O)([O-])C=1C(=NC(=CC1)C1=CC=CC=C1)NC1=CC=C(C=C1)CN1CCC(CC1)C(C(=O)OC)C methyl 2-[1-[[4-[(3-nitro-6-phenyl-2-pyridyl)amino]phenyl]methyl]-4-piperidyl]propanoate